N-(5-((1-fluorocyclopropyl)methoxy)-1,3,4-thiadiazol-2-yl)-5'-methoxy-2',6-dimethyl-(4,4'-bipyridine)-3-carboxamide FC1(CC1)COC1=NN=C(S1)NC(=O)C=1C=NC(=CC1C1=CC(=NC=C1OC)C)C